7-(4-bromo-3-chloro-benzoyl)-3-oxo-2-phenyl-N-[rac-(1R)-1-phenylethyl]-6,8-dihydro-5H-imidazo[1,5-a]pyrazine-1-carboxamide BrC1=C(C=C(C(=O)N2CC=3N(CC2)C(N(C3C(=O)N[C@H](C)C3=CC=CC=C3)C3=CC=CC=C3)=O)C=C1)Cl |r|